O1C(CCCC1)N1N=CC2=CC=C(C=C12)/C=C/C(=O)NC1=C(C=CC=C1)COCC#C (2E)-3-[1-(oxan-2-yl)indazol-6-yl]-N-[2-[(prop-2-yn-1-yloxy)methyl]phenyl]prop-2-enamide